C(C)N1CCN(CC1)C1=CC(=NC=N1)NC1CC2(CN(C2)C(C=C)=O)C1 1-(6-((6-(4-ethylpiperazin-1-yl)pyrimidin-4-yl)amino)-2-azaspiro[3.3]heptan-2-yl)prop-2-en-1-one